2-(3-(2',5'-difluoro-[1,1'-biphenyl]-4-yl)-5-hydroxy-2-oxotetrahydropyrimidin-1(2H)-yl)-4-methylthiazole-5-sulfonamide FC1=C(C=C(C=C1)F)C1=CC=C(C=C1)N1C(N(CC(C1)O)C=1SC(=C(N1)C)S(=O)(=O)N)=O